[Cl-].[Cl-].ClC1=CC=C(C=C1)C(=[Zr+2](C1=C(C(=CC=2C3=CC(=C(C=C3CC12)C)C(C)(C)C)C(C)(C)C)C)C1C=CC=C1)C1=CC=C(C=C1)Cl di-(p-chlorophenyl)methylene(cyclopentadienyl)(2,7-dimethyl-3,6-di-tert-butylfluorenyl)zirconium dichloride